BrC=1SC2=C(N1)C=C(C=C2)C2N(C[C@H](CC2)C)C(=O)OC(C)(C)C tert-butyl (5S)-2-(2-bromo-1,3-benzothiazol-5-yl)-5-methyl-piperidine-1-carboxylate